C(C)(=O)[O-].[V+3].BrC=1C=NC(=NC1)OC1=C(C(=CC=C1)F)C1=CC(=NO1)C(F)F.C(C)(=O)[O-].C(C)(=O)[O-] 5-Bromo-2-[2-[3-(difluoromethyl)-5-isoxazolyl]-3-fluorophenoxy]pyrimidine vanadium(III) acetate